OC1=C2C(C=3C=CC=C(C3C(C2=CC=C1)=O)S(=O)(=O)N)=O 5-Hydroxy-9,10-dioxo-9,10-dihydroanthracene-1-sulfonamide